CC=1N(C2=CC=CC=C2C1C1=CC=C(C=C1)C(=O)N1CCC(CC1)C=1NC=C(N1)C)C(=O)OC(C)(C)C tert-butyl 2-methyl-3-(4-{[4-(4-methyl-1H-imidazol-2-yl) piperidin-1-yl] carbonyl} phenyl)-1H-indole-1-carboxylate